tert-butyl (2s,4s)-2-(7-(but-3-en-1-yloxy)-4-(methoxycarbonyl) naphthalen-1-yl)-4-hydroxypiperidine-1-carboxylate C(CC=C)OC1=CC=C2C(=CC=C(C2=C1)[C@H]1N(CC[C@@H](C1)O)C(=O)OC(C)(C)C)C(=O)OC